(1-{[3-(2-{[6-(ethenylsulfonyl)hexanoyl](2-sulfoethyl)amino}ethoxy)-5,7-dimethyltricyclo[3.3.1.13,7]dec-1-yl]methyl}-5-methyl-1H-pyrazol-4-yl)pyridine-2-carboxylic acid C(=C)S(=O)(=O)CCCCCC(=O)N(CCOC12CC3(CC(CC(C1)(C3)C)(C2)C)CN2N=CC(=C2C)C=2C(=NC=CC2)C(=O)O)CCS(=O)(=O)O